tert-butyl (1-cyclohexylpropan-2-yl)(2-((2-fluorobenzyl)amino)benzyl)carbamate C1(CCCCC1)CC(C)N(C(OC(C)(C)C)=O)CC1=C(C=CC=C1)NCC1=C(C=CC=C1)F